C(CC)C1=CC=C(C=C1)S(=O)(=O)OC1=C(C=CC=C1)NC(=O)NC1=C(C=CC=C1)OS(=O)(=O)C1=CC=C(C=C1)CCC N,N'-di-[2-(p-propylbenzenesulfonyloxy)phenyl]urea